C(C)(C)(C)C=1C(=NN2C1N=C(C=C2C=2C=NNC2)N2CC1=CC=CC=C1C2)C(=O)O 3-(tert-butyl)-5-(isoindolin-2-yl)-7-(1H-pyrazol-4-yl)pyrazolo[1,5-a]pyrimidine-2-carboxylic acid